NC(CC1C(CCCC1)N)C 2-(2-amino-propyl)-cyclohexylamine